[O-]S(=O)(=O)C(F)(F)F.C(CCCC)[NH+]1C(=CC=C1)CCCC 1-Pentyl-2-butylpyrrolium triflat